4-((tert-Butylcarbonyl)amino)-1-(5-(6-ethoxy-1H-pyrazolo[3',4':3,4]pyrazolo[1,5-a]pyridin-4-yl)pyridin-2-yl)piperidine-4-carboxylate C(C)(C)(C)C(=O)NC1(CCN(CC1)C1=NC=C(C=C1)C=1C=2N(C=C(C1)OCC)N=C1C2C=NN1)C(=O)[O-]